FC(C1CCC(CC1)N)(F)F 4-(trifluoromethyl)cyclohexane-1-amine